tert-Butyl 6-(4-((5-bromo-3-chloro-2-hydroxyphenyl)sulfonamido)-1-cyclopentyl-1H-imidazole-2-carbonyl)-2,6-diazaspiro[3.3]heptane-2-carboxylate BrC=1C=C(C(=C(C1)S(=O)(=O)NC=1N=C(N(C1)C1CCCC1)C(=O)N1CC2(CN(C2)C(=O)OC(C)(C)C)C1)O)Cl